2-[7-[[6-(difluoromethoxy)-3-pyridinyl]methyl]-2-azaspiro[3.5]nonane-2-carbonyl]-2,5,7-triazaspiro[3.4]octan-6-one FC(OC1=CC=C(C=N1)CC1CCC2(CN(C2)C(=O)N2CC3(C2)NC(NC3)=O)CC1)F